Methyl (R)-3-(ethylamino)-3-(4-fluorophenyl)propanoate C(C)N[C@H](CC(=O)OC)C1=CC=C(C=C1)F